CC=1C(=NON1)CC(=O)N1CCC(CC1)N1N=NC(=C1)C(=O)N1CCOCC1 2-(4-methyl-1,2,5-oxadiazol-3-yl)-1-(4-(4-(morpholine-4-carbonyl)-1H-1,2,3-triazol-1-yl)piperidin-1-yl)ethan-1-one